[6-(morpholin-4-yl)-5-(trifluoromethyl)pyridin-2-yl]Methanol N1(CCOCC1)C1=C(C=CC(=N1)CO)C(F)(F)F